1-(4-((4-amino-5-bromo-7-isopropyl-7H-pyrrolo[2,3-d]pyrimidin-6-yl)ethynyl)piperidin-1-yl)prop-2-en-1-one NC=1C2=C(N=CN1)N(C(=C2Br)C#CC2CCN(CC2)C(C=C)=O)C(C)C